2-((3S,5S,8R,9S,10S,13S,14S,17R)-3-ethyl-3-hydroxy-10,13-dimethylhexadecahydro-1H-cyclopenta[a]phenanthren-17-yl)-6-hydroxy-6-methylheptanenitrile C(C)[C@@]1(CC[C@@]2([C@H]3CC[C@@]4([C@H](CC[C@H]4[C@@H]3CC[C@H]2C1)C(C#N)CCCC(C)(C)O)C)C)O